(S)-3-benzyl-N-(3-(1-hydroxyethyl)phenyl)-5,6,7,8-tetrahydroimidazo[1,5-a]pyrazine-1-carboxamide C(C1=CC=CC=C1)C1=NC(=C2N1CCNC2)C(=O)NC2=CC(=CC=C2)[C@H](C)O